4-cyclobutyl-3-(3,3-difluorocyclobutyl)-1-methyl-1H-pyrazol-5-amine C1(CCC1)C=1C(=NN(C1N)C)C1CC(C1)(F)F